4-(1H-pyrrolo[2,3-b]pyridin-1-yl)butyric acid N1(C=CC=2C1=NC=CC2)CCCC(=O)O